Hexanonitrile C(CCCCC)#N